2-(3,3-Difluoroazetidin-1-yl)-N'-(4-iodo-2-(6-azaspiro[2.5]oct-6-yl)benzoyl)-6-methylpyrimidine-4-carbohydrazide FC1(CN(C1)C1=NC(=CC(=N1)C(=O)NNC(C1=C(C=C(C=C1)I)N1CCC2(CC2)CC1)=O)C)F